CC1(CN2C(CO1)=CC(=N2)[N+](=O)[O-])C 6,6-Dimethyl-2-nitro-6,7-dihydro-4H-pyrazolo[5,1-c][1,4]oxazine